NC[C@H](C)NC(OC([2H])([2H])[2H])=O (S)-(methyl-d3) (1-aminopropan-2-yl)carbamate